tert-Butyl but-3-yn-1-yl((2-chloro-[1,1'-biphenyl]-4-yl)methyl)carbamate C(CC#C)N(C(OC(C)(C)C)=O)CC1=CC(=C(C=C1)C1=CC=CC=C1)Cl